2-(morpholin-4-yl)-N-[(5-phenyl-4H-1,2,4-triazol-3-yl)methyl]-8-(propan-2-yl)pyrazolo[1,5-a][1,3,5]triazin-4-amine N1(CCOCC1)C1=NC=2N(C(=N1)NCC1=NN=C(N1)C1=CC=CC=C1)N=CC2C(C)C